ClC1=CC=C(C=C1)C1=C(CC2(CN(C2)C)CC1)CN1CCN(CC1)C1=CC=C(C(=O)O)C=C1 4-(4-((7-(4-chlorophenyl)-2-methyl-2-azaspiro[3.5]non-6-en-6-yl)methyl)piperazin-1-yl)benzoic acid